N-((1S)-1-(1-(5-((ethyl(methyl)(oxo)-λ6-sulfaneylidene)amino)pyridin-2-yl)-3-methyl-1H-1,2,4-triazol-5-yl)ethyl)-3-(thietan-3-yloxy)-5-(trifluoromethyl)benzamide C(C)S(=O)(C)=NC=1C=CC(=NC1)N1N=C(N=C1[C@H](C)NC(C1=CC(=CC(=C1)C(F)(F)F)OC1CSC1)=O)C